C1(=CC=CC=C1)OCC (1S)-phenetole